COCC1(CCC(CC1)C=1C(=NN2C1CN(CC2)C(=O)C2CCC2)CN(CCNC)C)COC (3-(4,4-Bis(methoxymethyl)cyclohexyl)-2-((methyl(2-(methylamino)ethyl)amino)methyl)-6,7-dihydropyrazolo[1,5-a]pyrazin-5(4H)-yl)(cyclobutyl)methanone